4-(7-(8-bromo-7-fluoro-3-hydroxynaphthalen-1-yl)-2-(((2R,7aS)-2-fluorohexahydro-1H-pyrrolizin-7a-yl)methoxy)-5,6,7,8-tetrahydropyrido[3,4-d]pyrimidin-4-yl)-6-methyl-1,4-oxazepan-6-ol BrC=1C(=CC=C2C=C(C=C(C12)N1CC=2N=C(N=C(C2CC1)N1CCOCC(C1)(O)C)OC[C@]12CCCN2C[C@@H](C1)F)O)F